Cl.FC=1C=C(C#N)C=CC1COC1=NC(=CC=C1)N1CCNCC1 3-fluoro-4-((6-(piperazin-4-yl)pyridin-2-yl)oxymethyl)benzonitrile hydrochloride